ClC1=C(C=C(C=C1)C1=NN(C(=N1)CC(=O)NCC1=CC(=CC=C1)F)CC)F 2-[3-(4-Chloro-3-fluorophenyl)-1-ethyl-1H-1,2,4-triazol-5-yl]-N-(3-fluorobenzyl)acetamid